2-methoxy-6-(4-methoxy-5H-pyrrolo[3,2-d]pyrimidin-5-yl)-1-(2,3,6-trifluorobenzyl)-1H-imidazo[4,5-b]pyridine COC=1N(C=2C(=NC=C(C2)N2C=CC=3N=CN=C(C32)OC)N1)CC1=C(C(=CC=C1F)F)F